C(C)(C)(C)N1N=C(C=C1NC(OCC1=CC=CC=C1)=O)[C@H]1CC(CC1)(OC)OC |r| (±)-benzyl [1-tert-butyl-3-(3,3-dimethoxycyclopentyl)-1H-pyrazol-5-yl]carbamate